(1s,2s)-1-methoxycarbonyl-2-vinylcyclopropanecarboxylic acid COC(=O)[C@@]1([C@@H](C1)C=C)C(=O)O